(S)-8-(2,4-difluorophenyl)-3-methyl-6-(2-(2-methylpyridin-4-yl)morpholino)-2-(trifluoromethyl)pyrimido[5,4-d]pyrimidin-4(3H)-one FC1=C(C=CC(=C1)F)C1=NC(=NC2=C1N=C(N(C2=O)C)C(F)(F)F)N2C[C@@H](OCC2)C2=CC(=NC=C2)C